6-chloro-5-fluoropyrido[3,4-d]Pyrimidine-4-amine ClC1=C(C2=C(N=CN=C2N)C=N1)F